N(=C=O)CC1=CC=C(CN=C=NCC2=CC=C(C=C2)CN=C=O)C=C1 bis(4-(isocyanatomethyl)benzyl)methanediimine